(3-Bromo-6,7-dihydropyrazolo[1,5-a]pyrazin-5(4H)-yl)(cyclobutyl)methanone BrC=1C=NN2C1CN(CC2)C(=O)C2CCC2